N-methoxy-3H-imidazole CON1CNC=C1